N1=NC1C1=CC=C(C=C1)C(C)=O 1-(4-(3H-diazirin-3-yl)phenyl)ethan-1-one